β-Homotyrosine N[C@@H](CC1=CC=C(C=C1)O)CC(=O)O